CC(C)(C)OC(=O)NCCCCC(C(=O)O)N N-epsilon-Boc-L-lysine